C(N)(=O)C1=C(N(N=C1C1=CC(=C(C(=C1)F)CC(=O)NC1=CC(=NO1)CC(C)(C)C)F)C(C)C)NC(OC(C)(C)C)=O tert-Butyl N-[4-carbamoyl-5-[4-[2-[[3-(2,2-dimethylpropyl)isoxazol-5-yl]amino]-2-oxo-ethyl]-3,5-difluorophenyl]-2-isopropyl-pyrazol-3-yl]carbamate